C1=CC=C(C=C1)S(=O)(=O)O p-Benzenesulfonic acid